acetoxy-17-(3-pyridyl)-androsta-5,16-diene C(C)(=O)OC[C@@]12C(=CC[C@H]1[C@@H]1CC=C3CCCC[C@]3(C)[C@H]1CC2)C=2C=NC=CC2